methylenebis(2-methylcyclohexylamine) C(NC1C(CCCC1)C)NC1C(CCCC1)C